2'-chloro-2,3,4,5,6-pentafluoro-5'-nitro-1,1'-biphenyl ClC1=C(C=C(C=C1)[N+](=O)[O-])C1=C(C(=C(C(=C1F)F)F)F)F